methyl (E)-4-((2-(5-chloro-1H-indol-3-yl)ethyl)amino)-2-methyl-4-oxobut-2-enoate ClC=1C=C2C(=CNC2=CC1)CCNC(/C=C(/C(=O)OC)\C)=O